(2R,3S)-2-((E)-3-(5,6-dichloro-1H-benzo[d]imidazol-1-yl)prop-1-enyl)piperidin-3-ol dihydrochloride Cl.Cl.ClC1=CC2=C(N(C=N2)C/C=C/[C@H]2NCCC[C@@H]2O)C=C1Cl